(Oxazol-2-yl)-N-(oxetan-2-ylmethyl)pyrazine-2-carboxamide O1C(=NC=C1)C=1C(=NC=CN1)C(=O)NCC1OCC1